2-HYDROXY-6-METHYLPYRIDINE-3-BORONIC ACID OC1=NC(=CC=C1B(O)O)C